C(C1=CC=CC=C1)OC1=C(C=C(C(=O)N2[C@H](C[C@H](C2)F)C(=O)N2[C@@H](CCC2)C#N)C=C1F)F (S)-1-((2R,4R)-1-(4-(benzyloxy)-3,5-difluorobenzoyl)-4-fluoropyrrolidin-2-carbonyl)pyrrolidin-2-carbonitril